ClC1=CC=C2C(=C1)NC[C@@]21[C@@H](N[C@H]([C@@H]1C1=C(C(=CC=C1)Cl)F)C(=O)N1C2=C(O[C@@H](C1)C)C=C(C=C2)C(=O)N)CC(C)(C)C (R)-4-((2'S,3S,4'S,5'R)-6-chloro-4'-(3-chloro-2-fluorophenyl)-2'-neopentylspiro[indoline-3,3'-pyrrolidine]-5'-carbonyl)-2-methyl-3,4-dihydro-2H-benzo[b][1,4]oxazine-7-carboxamide